O=C(CON=CC(CC)N)N1CCN(CC1)C1=NC=C(C=N1)C(F)(F)F 2-aminobutanal O-(2-oxo-2-(4-(5-(trifluoromethyl)pyrimidin-2-yl)piperazin-1-yl)ethyl) oxime